BrC1=C(C=C(C#N)C=C1)C 4-bromo-3-methyl-benzonitrile